C(C)(C)(C)C1=CC=CC(=N1)NC1=CC=C2C=CNC2=C1 N-(6-(tert-butyl)pyridin-2-yl)-1H-indol-6-amine